C1=COC(=C1C(=O)O)C=O 2,5-formylfurancarboxylic acid